7-chloro-2H-chromene-3-carboxylic acid ClC1=CC=C2C=C(COC2=C1)C(=O)O